Cis-Ethyl 2-[(6,7-dichloro-1H-indol-4-yl)oxy]cyclopropanecarboxylate ClC1=CC(=C2C=CNC2=C1Cl)O[C@@H]1[C@@H](C1)C(=O)OCC